CN(CCN1C=CC2=CC(=CC=C12)C(=O)NC1=CC(=CC=C1)CNC1=NC=C(C2=C1CCO2)C2=CC=NC=C2)C 1-(2-(dimethylamino)ethyl)-N-(3-(((7-(pyridin-4-yl)-2,3-dihydrofuro[3,2-c]pyridin-4-yl)amino)methyl)phenyl)-1H-indole-5-carboxamide